4-((1R,5S)-3,8-diazabicyclo[3.2.1]octan-3-yl)-5,5-dimethyl-5,7-dihydro-6H-pyrrolo[2,3-d]pyrimidin-6-one [C@H]12CN(C[C@H](CC1)N2)C=2C1=C(N=CN2)NC(C1(C)C)=O